tert-butyl 4-(4'-chloro-3-fluoro-5'-oxo-5'H-spiro[cyclobutane-1,7'-indolo[1,2-a]quinazolin]-10'-yl)piperidine-1-carboxylate ClC=1C=2C(N=C3N(C2C=CC1)C1=CC(=CC=C1C31CC(C1)F)C1CCN(CC1)C(=O)OC(C)(C)C)=O